FC(CN1CCN(CC1)C1=C(C=C2C[C@](COC2=C1)(C)O)NC(=O)C=1C=NN2C1N=CC=C2)F (S)-N-(7-(4-(2,2-difluoroethyl)piperazin-1-yl)-3-hydroxy-3-methylchroman-6-yl)pyrazolo[1,5-a]pyrimidine-3-carboxamide